3-[5-chloro-3-[1-[(3,3-difluorocyclobutyl)methyl]pyrazol-4-yl]quinoxalin-6-yl]oxy-2-fluoro-6-nitro-aniline ClC1=C2N=C(C=NC2=CC=C1OC=1C(=C(N)C(=CC1)[N+](=O)[O-])F)C=1C=NN(C1)CC1CC(C1)(F)F